The molecule is a member of imidazoles, a dichlorobenzene, an aromatic ether and a carboxamidine. It has a role as an alpha-adrenergic agonist and an antihypertensive agent. CC(C1=NCCN1)OC2=C(C=CC=C2Cl)Cl